triacontan-1-ol C(CCCCCCCCCCCCCCCCCCCCCCCCCCCCC)O